tert-butyl ((1R,3S)-3-(2-(3,4-dihydro-2H-pyrrol-5-yl)hydrazinecarbonyl)cyclohexyl)carbamate N=1CCCC1NNC(=O)[C@@H]1C[C@@H](CCC1)NC(OC(C)(C)C)=O